9-(azetidin-3-ylmethyl)-2-(2-isopropylphenyl)-7,9-dihydro-8H-purin-8-one N1CC(C1)CN1C2=NC(=NC=C2NC1=O)C1=C(C=CC=C1)C(C)C